(1-(3-bromophenyl)-2-fluoro-3-methyl-cyclopropyl)methanamine BrC=1C=C(C=CC1)C1(C(C1C)F)CN